(2S,4S)-1-(tert-butoxycarbonyl)-4-fluoropyrrole-2-carboxylic acid C(C)(C)(C)OC(=O)N1C(=CC(=C1)F)C(=O)O